3,6-dimethylinden-2-ol CC1=C(CC2=CC(=CC=C12)C)O